(3R,4R)-N-Isopropyl-4-methoxypyrrolidin-3-amine C(C)(C)N[C@@H]1CNC[C@H]1OC